BrC=1C(=CC=C2C=CC(=NC12)N1CC2CCC(C1)O2)F 3-(8-bromo-7-fluoroquinolin-2-yl)-8-oxa-3-azabicyclo[3.2.1]Octane